1-(4-ethylphenyl)-2-(phenylseleno)ethan-1-one C(C)C1=CC=C(C=C1)C(C[Se]C1=CC=CC=C1)=O